OC=1C(=C(C=C(C1C=CC(C)=C)[O-])OC)C(C=CC1=CC=C(C=C1)O)=O 5-hydroxy-6-isoprenyl-3-methoxy-4-[1-oxo-3-(4-hydroxyphenyl)prop-2-enyl]phenolate